3-(5H-imidazo[5,1-a]isoindol-5-yl)cyclobutane-1,2-diol C=1N=CN2C1C1=CC=CC=C1C2C2C(C(C2)O)O